ClC=1C(=C(C=NC1)N1C(N(C(=NC1=O)SC)CC1=C(C=C(C(=C1)F)F)F)=O)OCC=C 3-[5-chloro-4-(prop-2-en-1-yloxy)pyridin-3-yl]-6-(methylsulfanyl)-1-[(2,4,5-trifluorophenyl)methyl]-1,3,5-triazine-2,4-dione